O=C(C(=O)OCCC(CC(=CC(C)C)C)C)C 3,5,7-trimethyloct-5-en-1-yl 2-oxopropanoate